1-((5-(4-fluoro-3-(trifluoromethyl)phenyl)-1,2,4-oxadiazol-3-yl)methyl)-2-methyl-N-(3-(trifluoromethyl)phenyl)piperidine-4-carboxamide FC1=C(C=C(C=C1)C1=NC(=NO1)CN1C(CC(CC1)C(=O)NC1=CC(=CC=C1)C(F)(F)F)C)C(F)(F)F